N-(adamantan-1-yl)-4-(3-pyridyl)-1H-pyrrole-2-carboxamide C12(CC3CC(CC(C1)C3)C2)NC(=O)C=2NC=C(C2)C=2C=NC=CC2